P(OC1=CC=C(C=C1)C(C)(C)C)([O-])=O.[Na+].[Na+].C(C)(C)(C)C1=CC=C(C=C1)OP([O-])=O disodium 4-tert-butylphenyl phosphonate